C(C)OC(C=C(CCCCCCCCCO)O)=O 3,12-dihydroxydodecenoic acid ethyl ester